1,5-bis(2,3-epoxypropoxy)-2,2,3,3,4,4-hexafluoropentane C(C1CO1)OCC(C(C(COCC1CO1)(F)F)(F)F)(F)F